NC([C@H](CCC(SCCNC(CCNC(=O)[C@@H]1OC(OCC1(C)C)CC1=CC=C(C=C1)OC)=O)=O)NC(=O)OC(C)(C)C)=O S-(2-(3-((4R)-2-(4-methoxybenzyl)-5,5-dimethyl-1,3-dioxane-4-carboxamido)propanamido)ethyl) (4S)-5-amino-4-((tert-butoxycarbonyl)amino)-5-oxopentanethioate